N-Acetylneuraminic acid C(C)(=O)N[C@@H]1[C@H](CC(C(O)=O)(O)O[C@H]1[C@H](O)[C@H](O)CO)O